NC1=C(C=C(C(=C1)C#N)N)C#N 1,4-diamino-2,5-dicyanobenzene